tert-butyl-4-((4-chlorobenzoyl)carbamoyl)piperazine-1-carboxylate C(C)(C)(C)OC(=O)N1CCN(CC1)C(NC(C1=CC=C(C=C1)Cl)=O)=O